COCCC1=NC=2C(=NC(=CC2)C(F)(F)F)N1C=1C=C2CCNC2=CC1 5-[2-(2-Methoxyethyl)-5-(trifluoromethyl)imidazo[4,5-b]pyridin-3-yl]indolin